C(C)(C)C1=C(C=CC=C1)[C@@H]1CN(CCN1)CC=1C=C(C(=NC1)N1[C@H](COCC1)C)OC (3S)-4-(5-{[(3R)-3-(2-isopropylphenyl)piperazin-1-yl]methyl}-3-methoxypyridin-2-yl)-3-methylmorpholine